ClC1=C(C=C(C=C1)C1=C(C2=C(CCC1)C(=C(C=C2)O)F)C=2C=NC(=CC2)O[C@@H]2CN(CC2)CCCF)C 6-(4-Chloro-3-methylphenyl)-1-Fluoro-5-[6-[(3S)-1-(3-fluoropropyl)pyrrolidin-3-yl]oxy-3-pyridyl]-8,9-dihydro-7H-benzo[7]annulen-2-ol